4-(4-cyano-2,3-dihydrobenzofuran-7-yl)-5-ethoxy-2,8-dimethyl-1,4-dihydro-1,6-naphthyridine-3-formamide C(#N)C1=CC=C(C2=C1CCO2)C2C(=C(NC1=C(C=NC(=C21)OCC)C)C)C(=O)N